(S)-3-benzyl-2-(6-bromo-1H-indazol-3-yl)-3,4,6,7-tetrahydro-5H-imidazo[4,5-c]pyridine-5,6-dicarboxylic acid 6-benzyl ester 5-(tert-butyl) ester C(C)(C)(C)OC(=O)N1CC2=C(C[C@H]1C(=O)OCC1=CC=CC=C1)N=C(N2CC2=CC=CC=C2)C2=NNC1=CC(=CC=C21)Br